2-{4-[4-(6-Chloro-7-{[(3S)-1-propylpyrrolidin-3-yl]amino}-3H-imidazo[4,5-b]pyridin-2-yl)phenyl]piperazin-1-yl}ethanol ClC=1C(=C2C(=NC1)NC(=N2)C2=CC=C(C=C2)N2CCN(CC2)CCO)N[C@@H]2CN(CC2)CCC